CS(=O)(=O)C1=NC(=NC=C1)N1C(=NC=C1)C(F)(F)F 4-(methylsulfonyl)-2-(2-(trifluoromethyl)-1H-imidazol-1-yl)pyrimidine